5-amino-N-methyl-N-(3-(trifluoromethyl)-7,8-dihydro-5H-pyrano[4,3-b]pyridin-8-yl)-1-((2-(trimethylsilyl)ethoxy)methyl)-6,8-dihydro-1H-furo[3,4-d]pyrrolo[3,2-b]pyridine-2-carboxamide NC1=C2C(=C3C(=N1)C=C(N3COCC[Si](C)(C)C)C(=O)N(C3COCC=1C3=NC=C(C1)C(F)(F)F)C)COC2